Benzyl (R)-1-((3R,5S)-5-methyl-1-(pyrido[3,2-b]pyrazin-8-yl)piperidin-3-yl)-2-oxopyrrolidin-3-ylcarbamate C[C@H]1C[C@H](CN(C1)C1=CC=NC=2C1=NC=CN2)N2C([C@@H](CC2)NC(OCC2=CC=CC=C2)=O)=O